FN1C(C(=C(C2=C(C(=C(N=C12)F)F)F)F)F)=O perfluoro-naphthyridone